OC1=C(C(OC2=CC=CC=C12)=O)C1CC(CC2=CC=CC=C12)C1=CC=C(C=C1)OCC1=CC=C(C=C1)C(F)(F)F 4-Hydroxy-3-(1,2,3,4-tetrahydro-3-(4-(4-trifluoromethylbenzyloxy)phenyl)-1-naphthyl)coumarin